distyrylamine C(=CC1=CC=CC=C1)NC=CC1=CC=CC=C1